Iron Oxalate Dihydrate O.O.C(C(=O)[O-])(=O)[O-].[Fe+2]